N1-(3-aminopropyl)-propan-1,3-diamin NCCCNCCCN